FC1=C(C=CC(=C1F)OC)C1=CN=C2N1C=CN=C2NC2=CC(=C(C(=O)NCC1CC[N+](CC1)(C)CC(=O)OC(C)(C)C)C=C2)CC tert-butyl 2-[4-[[[4-[[3-(2,3-difluoro-4-methoxy-phenyl)imidazo[1,2-a]pyrazin-8-yl]amino]-2-ethyl-benzoyl]amino]methyl]-1-methyl-piperidin-1-ium-1-yl]acetate